(2R,6S,Z)-9-(benzyloxy)-2,6-dimethyl-8,10-dioxo-N-(2,4,6-trifluorobenzyl)-3,6,8,10-tetrahydro-2H-1,7-methanopyrido[1,2-b][1,2,5]triazecine-11-carboxamide C(C1=CC=CC=C1)OC=1C(C(=CN2N3[C@@H](C\C=C/[C@@H](N(C(C21)=O)C3)C)C)C(=O)NCC3=C(C=C(C=C3F)F)F)=O